C(C)(=O)N1CC(CC1)OC=1N=CC(=NC1CC)C1=CNC2=C(C=CC=C12)C#N 3-[5-[(1-acetylpyrrolidin-3-yl)oxy]-6-ethylpyrazin-2-yl]-1H-indole-7-carbonitrile